((4-cyano-7-(5-isopropylthiazol-2-yl)-2,3-dihydrobenzofuran-5-yl)amino)methacrylic acid C(#N)C1=C(C=C(C2=C1CCO2)C=2SC(=CN2)C(C)C)NC=C(C(=O)O)C